tert-butyl 4-hydroxy-3-(1-methyl-1H-pyrazol-4-yl)-3-(trifluoromethyl)pyrrolidine-1-carboxylate OC1C(CN(C1)C(=O)OC(C)(C)C)(C(F)(F)F)C=1C=NN(C1)C